Dicyclohexyl(2',4',6'-triisopropyl-2-biphenylyl)phosphine C1(CCCCC1)P(C1=C(C=CC=C1)C1=C(C=C(C=C1C(C)C)C(C)C)C(C)C)C1CCCCC1